alanyl-urea N[C@@H](C)C(=O)NC(=O)N